N-{trans-4-[(2-{6-[2-(3-Methyl-1,2,4-oxadiazol-5-yl)ethyl]quinazolin-4-yl}-2,7-diazaspiro[3.5]non-7-yl)methyl]cyclohexyl}ethane-sulfonamide CC1=NOC(=N1)CCC=1C=C2C(=NC=NC2=CC1)N1CC2(C1)CCN(CC2)C[C@@H]2CC[C@H](CC2)NS(=O)(=O)CC